CN1N=C(C=C1C)NC1=NC=C(C(=N1)C1=CNC2=C(C=CC=C12)NC(CN1C[C@H](CC1)C(=O)OC)=O)C methyl (S)-1-(2-((3-(2-((1,5-dimethyl-1H-pyrazol-3-yl)amino)-5-methylpyrimidin-4-yl)-1H-indol-7-yl)amino)-2-oxoethyl)pyrrolidine-3-carboxylate